CC\1CC(CCCCCCCCCC/C=C1)=O (4e)-3-methyl-4-cyclopentadec-en-1-one